C(C=C)(=O)N1C[C@H](CC1)N1N=C(C(=C1N)C(=O)N)C#CC1=C(C(=CC(=C1)OC)OC)F (S)-1-(1-acryloylpyrrolidin-3-yl)-5-amino-3-((2-fluoro-3,5-dimethoxyphenyl)ethynyl)-1H-pyrazole-4-carboxamide